(3S,4R)-N-(2,3-difluorophenyl)-3-(hydroxymethyl)-1-methyl-2-oxo-4-[4-(trifluoromethyl)phenyl]-3-pyrrolidinecarboxamide FC1=C(C=CC=C1F)NC(=O)[C@@]1(C(N(C[C@@H]1C1=CC=C(C=C1)C(F)(F)F)C)=O)CO